FC(CN1N=C(C(=C1)NC1=NC=CC(=N1)C1=CC=CC(=N1)C1=CC(=NN1)[C@]1(C(N(CC1)C)=O)O)OC)F (R)-3-(5-(6-(2-((1-(2,2-Difluoroethyl)-3-methoxy-1H-pyrazol-4-yl)amino)pyrimidin-4-yl)pyridin-2-yl)-1H-pyrazol-3-yl)-3-hydroxy-1-methylpyrrolidin-2-one